N-[4-(6,7-Dimethoxyquinolin-4-yl)oxy-3-fluorophenyl]-5-(4-fluorophenyl)-6-methyl-4-propan-2-yloxypyridazine-3-carboxamide COC=1C=C2C(=CC=NC2=CC1OC)OC1=C(C=C(C=C1)NC(=O)C=1N=NC(=C(C1OC(C)C)C1=CC=C(C=C1)F)C)F